5-(1-(1-methylpiperidin-4-yl)-1,6-dihydroimidazo[4,5-d]pyrrolo[2,3-b]pyridin-2-yl)furan-2-carbaldehyde CN1CCC(CC1)N1C(=NC=2C1=C1C(=NC2)NC=C1)C1=CC=C(O1)C=O